4-(2-hydroxy-prop-2-yl)-N-((5-(8-methylimidazo[1,2-a]pyridin-7-yl)-2,3-dihydro-1H-inden-4-yl)carbamoyl)thiophene-2-sulfonamide OC(C)(C)C=1C=C(SC1)S(=O)(=O)NC(NC1=C2CCCC2=CC=C1C1=C(C=2N(C=C1)C=CN2)C)=O